N1-Methylpseudouridine-5'-triphosphate CN1C=C(C(=O)NC1=O)[C@H]2[C@@H]([C@@H]([C@H](O2)COP(=O)(O)OP(=O)(O)OP(=O)(O)O)O)O